C(C)OC=1C=C(C=CC1OC)[C@@H](CS(=O)(=O)C)N[C@@H](C)C1=CC=CC=C1 (S)-1-(3-ethoxy-4-methoxyphenyl)-2-(methylsulfonyl)-N-((S)-1-phenylethyl)ethylamine